O=C1NC(CCC1N1C(C2=CC=CC(=C2C1=O)NCCNC(CN1CCN(CC1)C1=CC=C(C=C1)C1=NNC2=C1N=C(N=C2)C2=C(C=CC=C2OC)F)=O)=O)=O N-(2-((2-(2,6-dioxopiperidin-3-yl)-1,3-dioxoisoindolin-4-yl)amino)ethyl)-2-(4-(4-(5-(2-fluoro-6-methoxyphenyl)-1H-pyrazolo[4,3-d]pyrimidin-3-yl)phenyl)piperazin-1-yl)acetamide